3-(4-((4-((diisopropylamino)methyl)-3-fluorobenzyl)thio)-1-oxoisoindolin-2-yl)piperidine-2,6-dione C(C)(C)N(C(C)C)CC1=C(C=C(CSC2=C3CN(C(C3=CC=C2)=O)C2C(NC(CC2)=O)=O)C=C1)F